NC1=C(C(=O)[O-])C=C(C(=C1O)O)O aminogallate